(4aS,7aS,12bS)-3-(cyclopropylmethyl)-4a-hydroxy-7-methylene-2,3,4,4a,5,6,7,7a-octahydro-1H-4,12-methanobenzofuro[3,2-e]isoquinolin-9-yl tert-butylcarbamate C(C)(C)(C)NC(OC1=CC=C2C3=C1O[C@@H]1[C@]34CCN(C([C@@]4(CCC1=C)O)C2)CC2CC2)=O